NC1=C(C(=O)NC(C)C)C=C(C=N1)C1=C(C=C(C=C1)N(C(C(O)C1=CC(=CC(=C1)F)F)=O)O)C 2-amino-5-(4-(2-(3,5-difluorophenyl)-N,2-dihydroxyacetamido)-2-methylphenyl)-N-isopropylnicotinamide